tert-butyl ((1r,4r)-4-(pyridin-4-yloxy)cyclohexyl)carbamate N1=CC=C(C=C1)OC1CCC(CC1)NC(OC(C)(C)C)=O